NCC(=O)N[C@@H](C(C)C)C(=O)O Glycylvalin